NC=1C(=NN(C1C1CC1)CC1=C(C=CC=C1)F)C(=O)OC methyl 4-amino-5-cyclopropyl-1-(2-fluorobenzyl)-1H-pyrazole-3-carboxylate